COCC(=O)NC=1C(=C(C(=C(C(=O)Cl)C1I)I)C(=O)Cl)I 5-methoxyacetamido-2,4,6-triiodoisophthaloyl chloride